O1[C@H](C1)C(=O)[O-].[K+] potassium (2R)-oxirane-2-carboxylate